1-benzyl-6-(3,5-dimethylisoxazol-4-yl)-2-oxo-2,3-dihydro-1H-benzo[d]imidazole-4-carboxamide C(C1=CC=CC=C1)N1C(NC2=C1C=C(C=C2C(=O)N)C=2C(=NOC2C)C)=O